N-[6-[7,7-difluoro-2-[(2S)-2-methylazetidin-1-yl]-5,6-dihydrocyclopenta[d]pyrimidin-4-yl]-2,3-dihydrobenzofuran-3-yl]acetamide FC1(CCC2=C1N=C(N=C2C2=CC1=C(C(CO1)NC(C)=O)C=C2)N2[C@H](CC2)C)F